3-methoxy-4-methyl-1-(1,2,3-trimethylcyclopent-3-en-1-yl)benzene COC=1C=C(C=CC1C)C1(C(C(=CC1)C)C)C